2-methoxy-1-(4-((2-(3-((2-methoxy-4-(methylsulfonyl)phenyl)amino)prop-1-yn-1-yl)-1-(2,2,2-trifluoroethyl)-1H-indol-4-yl)amino)piperidin-1-yl)ethan-1-one COCC(=O)N1CCC(CC1)NC1=C2C=C(N(C2=CC=C1)CC(F)(F)F)C#CCNC1=C(C=C(C=C1)S(=O)(=O)C)OC